Bis-(alpha-methylbenzyl)phenothiazin CC(C1=CC=CC=C1)C1=C(C=2NC3=CC=CC=C3SC2C=C1)C(C1=CC=CC=C1)C